C(C)OC1=C(C=CC=C1)CCI 1-ethoxy-2-(2-iodoethyl)benzene